5-phenyloxy-bicyclo[2.2.1]hept-2-ene C1(=CC=CC=C1)OC1C2C=CC(C1)C2